C1(CC1)C(CN1N=CC(=C1)C=1C=CC(N(C1)C)=O)C1=CC=CC=C1 5-(1-(cyclopropyl(phenyl)ethyl)-1H-pyrazol-4-yl)-1-methylpyridin-2(1H)-one